5-methyl-6,7-dihydro-5H-pyrrolo[1,2-c]imidazole CC1CCC=2N1C=NC2